2-amino-6-borono-2-(4-(4-(3,4-dichlorophenyl)piperazin-1-yl)butyl)hexanoic acid NC(C(=O)O)(CCCCB(O)O)CCCCN1CCN(CC1)C1=CC(=C(C=C1)Cl)Cl